C(CCCCC(CCC)O)O nonane-1,6-diol